C(CCC)N1C(N(C(C(C1=O)=C(N)N)=O)C1CCC(CC1)(C)CN1C(NC(C1)(C)C)=O)=O 1-Butyl-5-(diaminomethylene)-3-(4-((4,4-dimethyl-2-oxoimidazolidin-1-yl)methyl)-4-methylcyclohexyl)pyrimidine-2,4,6(1H,3H,5H)-trione